FS(C=1C=C(C=C(C1)C(F)(F)F)C1=NN(C=N1)\C=C(/C(=O)OC(C)C)\C=1C=NC=NC1)(F)(F)(F)F Isopropyl (Z)-3-(3-(3-(pentafluorosulfaneyl)-5-(trifluoromethyl)phenyl)-1H-1,2,4-triazol-1-yl)-2-(pyrimidin-5-yl)acrylate